ClC=1C=NC(=NC1)N[C@H]1CC([C@@H](C1)NC=1SC2=C(N1)C=CC(=C2)C(=O)N(C)C)=O (((1R,4R)-4-((5-chloropyrimidin-2-yl)amino)-2-oxocyclopentyl)amino)-N,N-dimethyl-benzo[d]thiazole-6-carboxamide